i-butyl alcohol CC(C)CO